Piperidinamine hydrochloride Cl.N1(CCCCC1)N